ortho-Chloronitrobenzen ClC1=C(C=CC=C1)[N+](=O)[O-]